trans-cyclohexane-1,4-dicarboxylic acid [C@H]1(CC[C@H](CC1)C(=O)O)C(=O)O